N-[4-(benzyloxy)butanoyl]-3-methoxyphenylalanine ethyl ester C(C)OC([C@@H](NC(CCCOCC1=CC=CC=C1)=O)CC1=CC(=CC=C1)OC)=O